7-ethyl-5-fluoro-N-{2-[3-(methoxymethyl)-4-(methylamino)pyrrolidin-1-yl]-5,6,7,8-tetrahydroquinolin-6-yl}-7H-pyrrolo[2,3-c]pyridazine-3-carboxamide C(C)N1C=C(C2=C1N=NC(=C2)C(=O)NC2CC=1C=CC(=NC1CC2)N2CC(C(C2)NC)COC)F